N1C=CC2=NC=C(C=C21)S(=O)(=O)N2CCC1(C[C@H](CO1)NC[C@@H](COC=1C=C(C=CC1)S(=O)(=O)NC)O)CC2 3-((S)-3-((R)-8-(1H-pyrrolo[3,2-b]pyridin-6-ylsulfonyl)-1-oxa-8-azaspiro[4.5]dec-3-ylamino)-2-hydroxypropoxyl)-N-methylbenzenesulfonamide